NC12CCC(CC1)(CC2)NC2=NC1=C(C=C(C=C1C=N2)C2=CC(=C(C=C2)NS(=O)(=O)C2=C(C=CC=C2)Cl)F)CC N-(4-(2-((4-aminobicyclo[2.2.2]octan-1-yl)-amino)-8-ethylquinazolin-6-yl)-2-fluorophenyl)-2-chlorobenzene-sulfonamide